aluminum chlorohydroxyaluminum, calcium salt [Ca].Cl[Al]O.[Al]